methyl (2S)-2-[4-chloro-2-(4-ethoxy-4,5-dihydroisoxazol-3-yl)phenoxy]propanoate ClC1=CC(=C(O[C@H](C(=O)OC)C)C=C1)C1=NOCC1OCC